3-isopropyl-1-methyl-N-[(1-methyl-1,2,4-triazol-3-yl)methyl]-6-(2-thienyl)pyrazolo[3,4-b]pyridin-4-amine C(C)(C)C1=NN(C=2N=C(C=C(C21)NCC2=NN(C=N2)C)C=2SC=CC2)C